2,4a-methylene-8(5H)-naphthalenone C1C=2C=C3C(C=CCC31CC2)=O